(6Ar,10aR)-3-(5-fluoropentyl)-6,6,9-trimethyl-6a,7,8,10a-tetrahydrobenzo[c]chromen-1-ol FCCCCCC=1C=C(C=2[C@H]3[C@H](C(OC2C1)(C)C)CCC(=C3)C)O